1-(5,5,5-Trifluoropentyl)piperazine bis-trifluoroacetate FC(C(=O)O)(F)F.FC(C(=O)O)(F)F.FC(CCCCN1CCNCC1)(F)F